CN(C1CCC(CC1)NC1=NC=C2C(=N1)N(C(N(C2C)C2=CC(=C(C=C2)NS(=O)(=O)CC2=CC=C(C=C2)F)F)=O)C(C)C)C N-(4-(7-(((1r,4r)-4-(dimethylamino)cyclohexyl)amino)-1-isopropyl-4-methyl-2-oxo-1,4-dihydropyrimido[4,5-d]pyrimidin-3(2H)-yl)-2-fluorophenyl)-1-(4-fluorophenyl)methanesulfonamide